1-isopropyl-6-(pentan-2-yl)-N-(1-(3,4,5-trimethoxyphenyl)-1H-imidazol-4-yl)-1H-pyrazolo[3,4-d]pyrimidin-4-amine C(C)(C)N1N=CC=2C1=NC(=NC2NC=2N=CN(C2)C2=CC(=C(C(=C2)OC)OC)OC)C(C)CCC